(R)-5-((4-((2-(6-methylpyridin-2-yl)pyrimidin-4-yl)amino)pyrimidin-2-yl)amino)nicotinic acid pyrrolidin-3-yl ester N1C[C@@H](CC1)OC(C1=CN=CC(=C1)NC1=NC=CC(=N1)NC1=NC(=NC=C1)C1=NC(=CC=C1)C)=O